ClC1=C(C=CC(=C1)Cl)/C=C/C(=O)N[C@H](C(=O)N[C@H](C(=O)OC)C[C@H]1C(NCC1)=O)CC(C)(C)C methyl (S)-2-((S)-2-((E)-3-(2,4-dichlorophenyl)acrylamido)-4,4-dimethylpentanamido)-3-((S)-2-oxopyrrolidin-3-yl)propanoate